butanediol distearate CCCCCCCCCCCCCCCCCC(=O)OC(CCC)OC(=O)CCCCCCCCCCCCCCCCC